CN(CC(=O)NC1=NC=CC2=C1C=CN2C2=C1N=CN(C1=NC(=N2)C2=NC(=CC=C2)C)CC2=CC=C(C=C2)OC)C 2-(dimethylamino)-N-[1-[9-[(4-methoxyphenyl)methyl]-2-(6-methylpyridin-2-yl)-9H-purin-6-yl]-1H-pyrrolo[3,2-c]pyridin-4-yl]acetamide